2-hydroxy-4-methoxy-6-[(1-benzoylpiperidin-4-yl)methyl]benzoic acid OC1=C(C(=O)O)C(=CC(=C1)OC)CC1CCN(CC1)C(C1=CC=CC=C1)=O